O[C@H]1C[C@@H](O[C@@H]1CO)N1C(NC(C(=C1)C(=O)NCC1=CC=CC2=CC=CC=C12)=O)=O 1-((2R,4S,5R)-4-hydroxy-5-(hydroxymethyl)tetrahydrofuran-2-yl)-N-(naphthalen-1-ylmethyl)-2,4-dioxo-1,2,3,4-tetrahydropyrimidine-5-carboxamide